ClC1=CC=2NC(=NS(C2S1)(=O)=O)NC1(CCCC1)CO 6-Chloro-3-(1-hydroxymethylcyclopentyl)amino-4H-thieno[3,2-e]-1,2,4-thiadiazine 1,1-dioxide